C(C1=CC=CC=C1)OC([C@H]([C@@H](C1=CC=CC=C1)O)NC(=O)OCC1C2=CC=CC=C2C=2C=CC=CC12)=O benzyl-(2S,3R)-2-((((9H-fluoren-9-yl) methoxy)carbonyl)amino)-3-hydroxy-3-phenylpropanoate